N-((1r,4r)-4-(4-Cyano-3-(trifluoromethyl)phenoxy)cyclohexyl)-6-(4-(hydroxymethyl)piperidin-1-yl)pyridazine-3-carboxamide C(#N)C1=C(C=C(OC2CCC(CC2)NC(=O)C=2N=NC(=CC2)N2CCC(CC2)CO)C=C1)C(F)(F)F